COC1=CC=C(C(=O)NC2=C(C(=O)NCCN3CCOCC3)C=CC=C2)C=C1 2-[(4-Methoxybenzoyl)amino]-N-(2-morpholin-4-ylethyl)benzamid